3-methyl-5-nitrobenzo[d]isoxazol-6-amine CC1=NOC2=C1C=C(C(=C2)N)[N+](=O)[O-]